1-[(2S)-2-methyl-3-mercaptooxopropyl]-L-proline C[C@@H](CN1[C@@H](CCC1)C(=O)O)C(S)=O